COC(=O)C1=NC2=CC=CC=C2C(=C1)OCC1=CC=C(C=C1)F 4-((4-Fluorobenzyl)oxy)quinoline-2-carboxylic acid methyl ester